L-3-methoxy-4-hydroxybenzaldehyde COC=1C=C(C=O)C=CC1O